ClC=1C(=C(C=CC1OCCN1CCN(CC1)C)C1=C(SC=2N=CN=C(C21)OC(C(=O)OCC)C(C)(C)C2=C(C=CC=C2)OC)C2=CC=C(C=C2)F)C ethyl 2-((5-(3-chloro-2-methyl-4-(2-(4-methylpiperazin-1-yl) ethoxy) phenyl)-6-(4-fluorophenyl) thieno[2,3-d]pyrimidin-4-yl) oxy)-3-(2-methoxyphenyl)-3-methylbutyrate